(S,E)-5-cyclopropyl-3-((3-(2-(2-(4-(dimethylamino)-N-methylbut-2-enamido)propanamido)ethyl)-5-fluorophenyl)amino)-6-ethylpyrazine-2-carboxamide C1(CC1)C=1N=C(C(=NC1CC)C(=O)N)NC1=CC(=CC(=C1)F)CCNC([C@H](C)N(C(\C=C\CN(C)C)=O)C)=O